C[C@@H]1C[C@@]23[C@@H]4CC[C@@]5(C[C@]4(CC5=C)[C@H]([C@@H]2[C@@]([C@H]1O)(C(=O)O3)C)C(=O)O)O The molecule is an alkyl-gibberellin that is gibberellin A1 carrying an extra methyl substituent at position 2alpha (3alpha using gibbane skeletal numbering).